2,4,6-tris(3'-(pyrid-3-yl)biphenyl-3-yl)-1,3,5-triazine N1=CC(=CC=C1)C=1C=C(C=CC1)C1=CC(=CC=C1)C1=NC(=NC(=N1)C=1C=C(C=CC1)C1=CC(=CC=C1)C=1C=NC=CC1)C=1C=C(C=CC1)C1=CC(=CC=C1)C=1C=NC=CC1